(E)-N-(2-((2-Benzoylhydrazono)methyl)quinolin-8-yl)-4-(trifluoromethyl)benzenesulfonamide C(C1=CC=CC=C1)(=O)N\N=C\C1=NC2=C(C=CC=C2C=C1)NS(=O)(=O)C1=CC=C(C=C1)C(F)(F)F